C(C)(C)(C)OC(NCC(=O)NC=1SC=C(N1)C1=CC(=CC=C1)N)=O (2-((4-(3-aminophenyl)thiazol-2-yl)amino)-2-oxoethyl)carbamic acid tert-butyl ester